C(C)(C)(C)OC(=O)N1CC(C(CC1)N[C@H](C)C1=CC=CC=C1)(F)F.N1=CC=CC2=CC(=CC=C12)C(=O)C1=CC(=C(C(=C1)OC)OC)OC 6-quinolinyl-(3,4,5-trimethoxyphenyl)methanone tert-butyl-3,3-difluoro-4-(((R)-1-phenylethyl)amino)piperidine-1-carboxylate